FC(C1=CC=C(C=C1)C1=NN=NN1)(F)F 5-[4-(trifluoromethyl)phenyl]-1H-tetrazole